2-(3-(1-(4-(dimethylamino)but-2-enoyl)-2,3-dihydro-1H-pyrrolo[2,3-b]pyridin-5-yl)phenyl)-N-(5-ethylthiazol-2-yl)propionamide CN(CC=CC(=O)N1CCC=2C1=NC=C(C2)C=2C=C(C=CC2)C(C(=O)NC=2SC(=CN2)CC)C)C